C(C)N1C(=NC2=C1C=C(C(=C2F)I)F)C 1-ethyl-4,6-difluoro-5-iodo-2-methyl-1,3-benzodiazole